N=C1N(C(C[C@@](N1)(C#N)C1=CC2=C(SC3=C2C=C(C=C3)C#CC)C=C1)=O)C (S)-2-Imino-1-methyl-6-oxo-4-(8-(prop-1-yn-1-yl)dibenzo[b,d]thiophen-2-yl)hexahydropyrimidine-4-carbonitrile